γ-(2,3-epoxypropoxy)aminopropyltrimethoxysilane C(C1CO1)ONCCC[Si](OC)(OC)OC